FC(C(=O)OC1CCN(CC1)C=1C=NC(=CC1)NC=1C=C(C=C2C=CNC(C12)=O)C1=C(C=CC(=C1)C(C)C)F)(F)F 1-(6-((6-(2-fluoro-5-isopropylphenyl)-1-oxo-1,2-dihydroisoquinolin-8-yl)amino)pyridin-3-yl)piperidin-4-yl 2,2,2-trifluoroacetate